Cl.O=C1NC(CCC1N1C(C2=CC=C(C=C2C1=O)N1CCN(CC1)CC1CCNCC1)=O)=O 2-(2,6-dioxopiperidin-3-yl)-5-(4-(piperidin-4-ylmethyl)piperazin-1-yl)isoindoline-1,3-dione HCl salt